O=C1NC(CCC1C1=CC(=C(C=C1)N1CCN(CC1)CCC(=O)N1CC(CCC1)NC(OC(C)(C)C)=O)F)=O tert-butyl (1-(3-(4-(4-(2,6-dioxopiperidin-3-yl)-2-fluorophenyl)piperazin-1-yl)propanoyl)piperidin-3-yl)carbamate